C1(CCCC1)N1C(C(=CC2=C1N=C(N=C2)NC2CCN(CC2)S(=O)(=O)C)CC=C)=O 8-cyclopentyl-2-{[1-(methylsulfonyl)piperidin-4-yl]amino}-6-(prop-2-en-1-yl)pyrido[2,3-d]pyrimidin-7(8H)-one